C(C)C1(C(NC(NC1=O)=O)=O)CC diethylbarbituric acid